FC1=C(C(=O)N=S(=O)(C)C2=C(C=CC=C2)F)C=CC(=C1)C1=NOC(=N1)C(F)(F)F 2-fluoro-N-((2-fluorophenyl)(methyl)(oxo)-lambda6-sulfanylidene)-4-(5-(trifluoromethyl)-1,2,4-oxadiazol-3-yl)benzamide